ClC1=CC(=C(C=N1)C1=NN=C(S1)C1CCC(CC1)NC(OC(C)(C)C)=O)NC(C)C tert-butyl ((1r,4r)-4-(5-(6-chloro-4-(isopropylamino)pyridin-3-yl)-1,3,4-thiadiazol-2-yl)cyclohexyl)carbamate